FC1(C(CN(CC1C)C1=NC=NC(=C1)C1=CN=C2N1N=C(C=C2)C(F)(F)F)CNS(=O)(=O)C)F N-((4,4-Difluoro-5-methyl-1-(6-(6-(trifluoromethyl)imidazo[1,2-b]pyridazin-3-yl)pyrimidin-4-yl)piperidin-3-yl)methyl)methanesulfonamide